N-methyl-3-(3-methylphenoxy)-3-phenylpropylamine CNCCC(C1=CC=CC=C1)OC1=CC(=CC=C1)C